C(C1=CC=CC=C1)N1C[C@@]2([C@](C1)(C(N(C2=O)C2=CC=C(C=C2)Br)=O)C)C cis-5-benzyl-2-(4-bromophenyl)-3a,6a-dimethyltetrahydropyrrolo[3,4-c]pyrrole-1,3(2H,3aH)-dione